[NH4+].FC(C(C(F)(F)S(=O)(=O)[O-])(F)F)(CCCCCCC(F)(F)F)F nonafluorodecyl-sulfonate ammonium